C(C)(=O)N1CC(=CC(=C1)C(C)=O)C(C)=O 1,3,5-triacetylpyridine